C(C)(C)(C)N(C(O)=O)C1(CCN(CC1)C1=CN=C2C(=N1)N(N=C2S)CC2=CC=C(C=C2)OC)C.C2(=C(C=CC=C2)C=2C(=C1C(=CC2)N=C2C=CC3=C4C=CC=CC4=NC3=C21)C2=NC1=C(C(=N2)C2=CC=CC=C2)SC2=C1C=CC=C2C2=CC=CC=C2)C=2C(=CC=CC2)C2=CC=CC=C2 (terphenylyl)(diphenylbenzothienopyrimidineyl)indolocarbazole tert-butyl-(1-(3-mercapto-1-(4-methoxybenzyl)-1H-pyrazolo[3,4-b]pyrazin-6-yl)-4-methylpiperidin-4-yl)carbamate